C1C(CC12CCC2)C2=NC1=NC=CC=C1C=C2C(=O)N spiro[3.3]heptan-2-yl-1,8-naphthyridine-3-carboxamide